(1S,3S)-3-((6-(1-methyl-5-((((neo-pentyloxy)carbonyl)amino)methyl)-1H-1,2,3-triazol-4-yl)pyridin-3-yl)oxy)cyclohexane-1-carboxylic acid CN1N=NC(=C1CNC(=O)OCC(C)(C)C)C1=CC=C(C=N1)O[C@@H]1C[C@H](CCC1)C(=O)O